CC(C)(C)C1=CC=C(C=C1)NC=1C=NC(=NC1)N(CCCCCCCC)CCCCCCCC N5-[4-(1,1-dimethylethyl)phenyl]-N2,N2-dioctyl-2,5-Pyrimidinediamine